(R)-2,4-diphenyl-4-(trifluoromethyl)-4H-benzo[4,5]Imidazo[1,2-c][1,3,5]Oxadiazine C1(=CC=CC=C1)C1=NC=2N([C@](O1)(C(F)(F)F)C1=CC=CC=C1)C1=C(N2)C=CC=C1